[NH4+2]CC(=O)[O-] ammoniumioacetate